N1N=C(C=C1C(=O)OCC)C(=O)OCC diethyl 3,5-pyrazoledicarboxylate